2-(3,7-dibromo-8-methyl-10H-benzo[b]pyrido[2,3-e][1,4]oxazin-10-yl)acetaldehyde BrC1=CC2=C(N(C3=C(O2)C=C(C(=C3)C)Br)CC=O)N=C1